tri-((1-benzyl-1H-1,2,3-triazol-4-yl)methyl)amine C(C1=CC=CC=C1)N1N=NC(=C1)CN(CC=1N=NN(C1)CC1=CC=CC=C1)CC=1N=NN(C1)CC1=CC=CC=C1